4-(acetoxy)benzyl alcohol C(C)(=O)OC1=CC=C(CO)C=C1